F[C@@]1(CN(C[C@H]([C@H]1O)F)C1=NC=CC(=N1)NC=1N=CC2=C(C=CC(=C2C1)C(C)C)N1CC(C1)CS(=O)(=O)C)C (3R,4R,5R)-3,5-difluoro-1-[4-({8-[3-(methanesulfonyl-methyl)azetidin-1-yl]-5-(propan-2-yl)isoquinolin-3-yl}amino)pyrimidin-2-yl]-3-methyl-piperidin-4-ol